N-(4,4-difluorocyclohexyl)-2-(3,5-dimethyl-1H-pyrazol-1-yl)-6-ethoxypyrimidin-4-amine FC1(CCC(CC1)NC1=NC(=NC(=C1)OCC)N1N=C(C=C1C)C)F